OC1=CC=C(C=C1)N1C(C2=CC=CC=C2C=N1)=O 2-(4-hydroxyphenyl)-2,3-naphthyridin-1-one